(Biphenyl-4-yl)-[4-{1-(dibenzofuran-4-yl)naphthalen-2-yl}phenyl]amine C1(=CC=C(C=C1)NC1=CC=C(C=C1)C1=C(C2=CC=CC=C2C=C1)C1=CC=CC2=C1OC1=C2C=CC=C1)C1=CC=CC=C1